ClC1=NC=C(C(=N1)NC1=CC(=CC=C1)OC(F)(F)F)Cl 2,5-dichloro-N-(3-(trifluoromethoxy)phenyl)pyrimidin-4-amine